FC=1C=C(CC2(CC2)C(=O)N[C@@H]2[C@H](CNCC2)F)C=CC1 1-(3-fluorobenzyl)-N-((3s,4s)-3-fluoropiperidin-4-yl)cyclopropane-1-carboxamide